CC(=O)C1CCC(CC1)CC 4-ethylcyclohexyl methyl ketone